C(C)(C)(C)OC(=O)N1CCN(CC1)C1=C(C=C(C=C1)[N+](=O)[O-])C1=CC=CC=C1 4-(5-Nitro-[1,1'-Biphenyl]-2-yl)piperazine-1-carboxylic acid tert-butyl ester